ClC1=C2C(=NC=C1C#N)NC=C2 4-chloro-1H-pyrrolo[2,3-B]Pyridine-5-carbonitrile